C(C1=CC=CC=C1)(=O)N1CC=2C=CC=C(C2C1)C(=O)NO 2-benzoyl-N-hydroxyisoindoline-4-carboxamide